ClCCN1CCN(CC1)C1=CC=C(C=C1)[N+](=O)[O-] 1-(2-chloroethyl)-4-(4-nitrophenyl)piperazine